N,N-dimethylthiobenzamide CN(C(C1=CC=CC=C1)=S)C